ClC=1C(NN=CC1N1C[C@@H](CC1)OC1=NC=CC(=C1)C=1C(=NN(C1C)CC(C)(C)O)C)=O (R)-4-chloro-5-(3-((4-(1-(2-hydroxy-2-methylpropyl)-3,5-dimethyl-1H-pyrazol-4-yl)pyridin-2-yl)oxy)pyrrolidin-1-yl)pyridazin-3(2H)-one